vinylidene fluorid C(=C)(F)F